ClC1=C(C=CC(=C1)CNCCC(=O)NCCCNC1=C2C=NNC2=CC(=C1)C(=O)O)C1=CC=CC=C1 4-((3-(3-(((2-chloro-[1,1'-biphenyl]-4-yl)methyl)amino)propanamido)propyl)amino)-1H-indazole-6-carboxylic acid